lauric amide ethyldimethylaminoxide C(C)CN([O-])C.C(CCCCCCCCCCC)(=O)N